(S)-1-((S)-4-Bromo-5-chloro-6-fluoro-2-phenyl-2,3-dihydrobenzofuran-2-yl)but-3-en-1-amine BrC1=C(C(=CC2=C1C[C@](O2)(C2=CC=CC=C2)[C@H](CC=C)N)F)Cl